4-((2,4-dichloro-5-methoxyphenyl)amino)-6-methoxy-7-(3-(piperazin-1-yl)propoxy)quinoline-3-carbonitrile ClC1=C(C=C(C(=C1)Cl)OC)NC1=C(C=NC2=CC(=C(C=C12)OC)OCCCN1CCNCC1)C#N